(S)-1-(5-methyl-2-((tetrahydrofuran-3-yl)amino)-pyrimidin-4-yl)-N-(3-(trifluoro-methyl)benzyl)-1H-imidazole-4-carboxamide CC=1C(=NC(=NC1)N[C@@H]1COCC1)N1C=NC(=C1)C(=O)NCC1=CC(=CC=C1)C(F)(F)F